NC1=C(C=C(C=C1)C1=CC(=C(C=C1)N)C(=O)O)C(=O)O 4,4'-diamino-3,3'-biphenyl-dicarboxylic acid